C(C=C)(=O)N1CCC(CC1)C1=NC=CC2=C1NC(N2)=O 4-(1-acryloylpiperidin-4-yl)-2-oxo-2,3-dihydro-1H-imidazo[4,5-c]pyridine